C(C)(C)(C)OC(=O)N1[C@@H](C[C@H](C1)C(F)(F)F)C(=O)O (2S,4R)-1-tert-butoxycarbonyl-4-(trifluoromethyl)pyrrolidine-2-carboxylic acid